trans-N-(3-Hydroxycyclopentyl)-6-(6-(3-methoxy-2-methylphenyl)-1-oxophthalazin-2(1H)-yl)nicotinamide O[C@@H]1C[C@H](CC1)NC(C1=CN=C(C=C1)N1C(C2=CC=C(C=C2C=N1)C1=C(C(=CC=C1)OC)C)=O)=O